8-bromo-6-fluoro-3-methyl-2-(4-methyltetrahydro-2H-pyran-4-yl)quinazolin-4(3H)-one BrC=1C=C(C=C2C(N(C(=NC12)C1(CCOCC1)C)C)=O)F